NCC1=NNC(C2=CC=C(C=C12)C=1C=NN(C1OCC1=CC=C(C=C1)Cl)C)=O 4-(aminomethyl)-6-(5-((4-chlorobenzyl)oxy)-1-methyl-1H-pyrazol-4-yl)phthalazin-1(2H)-one